IC1OC(CC1C=O)=O 2-iodo-5-oxooxolane-3-carbaldehyde